Methyl 1'-(2-chlorobenzoyl)-2-oxospiro[indoline-3,4'-piperidine]-5-carboxylate ClC1=C(C(=O)N2CCC3(CC2)C(NC2=CC=C(C=C23)C(=O)OC)=O)C=CC=C1